zinc butane-2,3-diamine chloride [Cl-].CC(C(C)N)N.[Zn+2].[Cl-]